Cl.Cl.C[C@H]1C[C@H](CN(C1)C1=C2C=CC=NC2=C(N=C1)C)N (3R,5S)-5-methyl-1-(8-methyl-[1,7]naphthyridin-5-yl)-piperidin-3-ylamine dihydrochloride